tert-butyl (4-amino-2-bromophenyl)(tert-butoxycarbonyl)carbamate NC1=CC(=C(C=C1)N(C(OC(C)(C)C)=O)C(=O)OC(C)(C)C)Br